4-(2-((2-(2-methyl-1H-imidazol-1-yl)pyridin-4-yl)oxy)ethoxy)benzonitrile CC=1N(C=CN1)C1=NC=CC(=C1)OCCOC1=CC=C(C#N)C=C1